phenyl-tin chloride C1(=CC=CC=C1)[Sn](Cl)(Cl)Cl